CN1CC2CCN(CCC2C1)C1=CC2=CC=CC=C2C=C1 2-methyl-6-(naphthalen-2-yl)decahydropyrrolo[3,4-d]azepine